Cl.ClC1=C(C=CC=C1C)[C@H]1NCCC1 (2S)-2-(2-chloro-3-methyl-phenyl)pyrrolidine hydrochloride